tert-Butyl 3-(chloromethyl)-1,4,6,7-tetrahydropyrazolo[4,3-c]pyridine-5-carboxylate ClCC1=NNC2=C1CN(CC2)C(=O)OC(C)(C)C